FC=1C=C(C(=NC1)OC)C(C)NC1=NN2C=NC=CC2=C1C(=O)O ((1-(5-fluoro-2-methoxypyridin-3-yl)ethyl)amino)pyrazolo[1,5-c]pyrimidine-3-carboxylic acid